COC=1C=C2C(=NC(=NC2=CC1OCCCN1CCCC1)C1=CN=C(O1)C)NC1CCS(CC1)(=O)=O 4-((6-methoxy-2-(2-methyloxazol-5-yl)-7-(3-(pyrrolidin-1-yl)propoxy)quinazolin-4-yl)amino)tetrahydro-2H-thiopyran 1,1-dioxide